ethyl 2-(2-(3-chloro-4-(9-(3-chlorobenzyl)-6-(1-methylcyclopropoxy)-9H-purin-8-yl)phenoxy)ethoxy)acetate ClC=1C=C(OCCOCC(=O)OCC)C=CC1C=1N(C2=NC=NC(=C2N1)OC1(CC1)C)CC1=CC(=CC=C1)Cl